NC1=NN2C(C=C(C=C2)C=2C=C(C(=NC2)C)C(=O)NCC2=C(C=CC=C2)OC(C)C)=N1 5-{2-Amino-[1,2,4]triazolo[1,5-a]pyridin-7-yl}-2-methyl-N-{[2-(propan-2-yloxy)phenyl]methyl}pyridine-3-carboxamide